3-(4-bromophenyl)-5-chloropyridin-4-amine BrC1=CC=C(C=C1)C=1C=NC=C(C1N)Cl